BrC1=CC=C(C(=C1OCCO[C@H]1C[C@H](C1)C(=O)OC(C)(C)C)OC)C=1OC2=C(C=CC=C2C(C1)=O)Cl Cis-tert-Butyl 3-[2-[6-bromo-3-(8-chloro-4-oxo-chromen-2-yl)-2-methoxy-phenoxy]ethoxy]cyclobutanecarboxylate